1-{5-[3-(2,5-dimethyl-furan-3-yl)-1,2,4-oxadiazol-5-yl]-1H-1,2,3-benzotriazol-1-yl}-2-methylpropan-2-ol CC=1OC(=CC1C1=NOC(=N1)C1=CC2=C(N(N=N2)CC(C)(O)C)C=C1)C